1-toluenesulfonyl-3-vinyl-1H-indole-5-formonitrile C(C1=CC=CC=C1)S(=O)(=O)N1C=C(C2=CC(=CC=C12)C#N)C=C